(4-amino-2-fluoro-6-methoxyphenyl)-3-(1-methyl-1H-pyrazol-4-yl)-1H-pyrazolo[3,4-c]pyridine-1-carboxylic acid tert-butyl ester C(C)(C)(C)OC(=O)N1N=C(C=2C1=CN=CC2C2=C(C=C(C=C2OC)N)F)C=2C=NN(C2)C